2-chloro-4-fluorobenzyl bromide ClC1=C(CBr)C=CC(=C1)F